FC(CCO)CO 3-fluorobutane-1,4-diol